chloro-2-fluoro-3-nitro-1,1':2',1''-terphenyl ClC1=C(C(=C(C=C1)C=1C(=CC=CC1)C1=CC=CC=C1)F)[N+](=O)[O-]